ClCCN(C1=CC=C(C[C@H](N)C(=O)O)C=C1)CCCl 4-(bis(2-chloroethyl)amino)-L-phenylalanine